O=C([C@H](CCC(NCCO[C@H]1[C@@H](O)[C@H](O)[C@H](O)[C@@H](O1)C)=O)NC(OCC1=CC=CC=C1)=O)NCCO[C@H]1[C@@H](O)[C@H](O)[C@H](O)[C@@H](O1)C Benzyl (S)-[1,5-dioxo-1,5-bis({2-[(α-L-fucopyranosyl)oxy]ethyl}amino)pentan-2-yl]carbamate